ClC1=NC(=NC(=N1)C=1C=CC2=C(OC3=C2C=CC=C3)C1)C1=CC=CC=C1 2-chloro-4-dibenzofuran-3-yl-6-phenyl-1,3,5-triazine